N-(3-(4,4,5,5-tetramethyl-1,3,2-dioxaborolan-2-yl)cyclohex-3-en-1-yl)benzamide CC1(OB(OC1(C)C)C=1CC(CCC1)NC(C1=CC=CC=C1)=O)C